C(C1=CC=CC=C1)(=O)NC(C(=O)O)CCN(CCCCC1=NC=2NCCCC2C=C1)CC(COC)(C)F 2-benzamido-4-[(2-fluoro-3-methoxy-2-methyl-propyl)-[4-(5,6,7,8-tetrahydro-1,8-naphthyridin-2-yl)butyl]amino]butanoic acid